(4-methyl-1H-indol-1-yl)(phenyl)methanone CC1=C2C=CN(C2=CC=C1)C(=O)C1=CC=CC=C1